(R)-methyl 3-((2-(2-chloro-5-trityl-5H-pyrrolo[2,3-b]pyrazin-7-yl)-7-methyl-7H-pyrrolo[2,3-d]pyrimidin-4-yl)amino)-4,4-dimethylpentanoate ClC=1N=C2C(=NC1)N(C=C2C=2N=C(C1=C(N2)N(C=C1)C)N[C@H](CC(=O)OC)C(C)(C)C)C(C1=CC=CC=C1)(C1=CC=CC=C1)C1=CC=CC=C1